1-N'-(4-fluorophenyl)-1-N-[4-[7-(1-methylimidazol-4-yl)quinolin-4-yl]Oxyphenyl]Cyclopropane-1,1-dicarboxamide FC1=CC=C(C=C1)NC(=O)C1(CC1)C(=O)NC1=CC=C(C=C1)OC1=CC=NC2=CC(=CC=C12)C=1N=CN(C1)C